N-((S)-1-(((S)-4-(2-cyanophenoxy)-3-oxo-1-((S)-2-oxopiperidin-3-yl)butan-2-yl)amino)-4-methyl-1-oxopentan-2-yl)-4-methoxy-1H-indole-2-carboxamide C(#N)C1=C(OCC([C@H](C[C@H]2C(NCCC2)=O)NC([C@H](CC(C)C)NC(=O)C=2NC3=CC=CC(=C3C2)OC)=O)=O)C=CC=C1